The molecule is a docosanoid that is (14S)-hydroxy-(4Z,7Z,9E,11E,16Z,19Z)-docosahexaenoic acid in which a glutathionyl group is attached at position 13R via a sulfide linkage. It has a role as a human metabolite. It is a docosanoid, an organic sulfide, a tricarboxylic acid, a secondary alcohol and a glutathione conjugate. It is a conjugate acid of a (13R)-S-glutathionyl-(14S)-hydroxy-(4Z,7Z,9E,11E,16Z,19Z)-docosahexaenoate(2-). CC/C=C\\C/C=C\\C[C@@H]([C@@H](/C=C/C=C/C=C\\C/C=C\\CCC(=O)O)SC[C@@H](C(=O)NCC(=O)O)NC(=O)CC[C@@H](C(=O)O)N)O